C(C)(C)(C)OC(NC1CCN(CC1)C1=NC=NC2=C(C(=C(C=C12)Cl)C1=C(C=CC=C1)F)F)=O.CC1=C(C(=O)NCC=2C=NC=CC2)C=CC(=C1)C=1C=C2C=CN(C2=CC1)C(CC)=O 2-Methyl-4-(1-propionylindol-5-yl)-N-(pyridin-3-ylmethyl)benzamide tert-butyl-N-{1-[6-chloro-8-fluoro-7-(2-fluorophenyl)quinazolin-4-yl]piperidin-4-yl}carbamate